C(C)NC=1SC2=C(N(C(N(C2=O)C2=CC3=CN(N=C3C=C2)C)=O)C2=CC=C(C=C2)OC(F)F)N1 2-ethylamino-4-(4-(difluoromethoxy)phenyl)-6-(2-methyl-2H-indazol-5-yl)thiazolo[4,5-d]pyrimidine-5,7(4H,6H)-dione